2-hydroxy-4-cyanobutyric acid OC(C(=O)O)CCC#N